CC1=NC(=CC(=N1)NC1=C(C(=O)NOCC)C(=CC=N1)NC1=C(C(=CC=C1)C1=NC=CC=N1)OC)C ((2,6-Dimethylpyrimidin-4-yl)amino)-N-ethoxy-4-((2-methoxy-3-(pyrimidin-2-yl)phenyl)amino)Nicotinamide